1,2-Difluorotetrahydro-1H-pyrrolizine FC1C(CN2CCC=C12)F